2-(4-((4-(4-(trifluoromethyl)benzyl)-2-ethylpiperazin-1-yl)methyl)phenoxy)-2-methylpropane FC(C1=CC=C(CN2CC(N(CC2)CC2=CC=C(OC(C)(C)C)C=C2)CC)C=C1)(F)F